2,5-bis(nonadecyl)pyridine C(CCCCCCCCCCCCCCCCCC)C1=NC=C(C=C1)CCCCCCCCCCCCCCCCCCC